C(N)(=O)C=1C(=NC(=CN1)NC1CCOCC1)NC=1C=C(OCCCNC(OC(C)(C)C)=O)C=CC1 tert-butyl (3-(3-((3-carbamoyl-6-((tetrahydro-2H-pyran-4-yl)amino)pyrazin-2-yl)amino)phenoxy)propyl)carbamate